C(C)NC(C)C1=NC=C(C=C1)C(F)(F)F N-ethyl-1-(5-(trifluoromethyl)-pyridin-2-yl)ethan-1-amine